NCC=1C=C(C=CC1)S(=O)(=O)C1CC(CN(C1)C1CCCCC1)C(=O)N(C)C 5-((3-(aminomethyl)phenyl)sulfonyl)-1-cyclohexyl-N,N-dimethylpiperidine-3-carboxamide